FC(OC1=CC=C(C=C1)N1N=C(C=C1C)C1CCN(CC1)C(=O)OC(C)(C)C)F tert-butyl 4-[1-[4-(difluoromethoxy)phenyl]-5-methyl-pyrazol-3-yl]piperidine-1-carboxylate